FC(C(=O)N1CCN(CC1)C=1C=2N(C=C(C1)S(=O)(=O)NC1(CC1)C)C(=CN2)C=2SC(=NN2)C(F)F)F 8-(4-(2,2-difluoroacetyl)piperazin-1-yl)-3-(5-(difluoromethyl)-1,3,4-thiadiazol-2-yl)-N-(1-methylcyclopropyl)imidazo[1,2-a]pyridine-6-sulfonamide